8-isopropoxy-N-((3R,4S)-3-methylpiperidin-4-yl)-7-(1H-pyrazol-4-yl)-[1,2,4]triazolo[1,5-c]pyrimidin-2-amine HCl salt Cl.C(C)(C)OC=1C=2N(C=NC1C=1C=NNC1)N=C(N2)N[C@@H]2[C@@H](CNCC2)C